OCCCC(C(=O)[O-])CCCCCCCC(C)(C)C.[NH4+] ammonium hydroxypropyltrimethyldecanoate